ClC=1C=NN(C1C(=O)N)CC1CN(CCO1)C(CC)=O 4-chloro-1-((4-propionylmorpholin-2-yl)methyl)-1H-pyrazole-5-carboxamide